2-bromoethane-1-amine hydrobromide Br.BrCCN